(S)-ethyl 3-((tert-butoxycarbonyl)amino)-3-(3-fluoro-4-methoxyphenyl)propanoate C(C)(C)(C)OC(=O)N[C@@H](CC(=O)OCC)C1=CC(=C(C=C1)OC)F